BrC=1C(=NC(=C(C1)C)C)NC1=C(C(=CC=C1C)OCOC)C 3-bromo-N-(3-(methoxymethoxy)-2,6-dimethylphenyl)-5,6-dimethylpyridin-2-amine